BrC1=NN2C(NC(=CC2=O)[C@@H](CCC(=O)OC(C)(C)C)C)=N1 tert-butyl (4R)-4-{2-bromo-7-oxo-4H-[1,2,4]triazolo[1,5-a]pyrimidin-5-yl}pentanoate